(R)-1-(5-methoxy-1H-pyrrolo[3,2-b]pyridin-1-yl)-N-methylpropan-2-amine COC1=CC=C2C(=N1)C=CN2C[C@@H](C)NC